C(C)(C)(C)C=1C=C(OCCC[Sn](C)(C)C)C=CC1 3-(3-(tert-butyl)phenoxy)propyl-trimethyl-tin